chloro(di-sec-butyl)phosphine ClP(C(C)CC)C(C)CC